N-(3-methoxybenzyl)-4-((2-(3-methoxybenzyloxy)ethoxy)methyl)-N-(4-(pyrrolidin-1-yl)benzyl)thiazol-2-amine COC=1C=C(CN(C=2SC=C(N2)COCCOCC2=CC(=CC=C2)OC)CC2=CC=C(C=C2)N2CCCC2)C=CC1